(S)-6-carbamothioyl-N-(4-methyl-5-(2-tert-butyl-pyridin-4-yl)thiazol-2-yl)-5-azaspiro[2.4]heptane-5-carboxamide C(N)(=S)[C@H]1N(CC2(CC2)C1)C(=O)NC=1SC(=C(N1)C)C1=CC(=NC=C1)C(C)(C)C